4,6-dichloro-7-methoxy-6'-(trifluoromethyl)spiro[indan-1,3'-indolin]-2'-one ClC1=C2CCC3(C(NC4=CC(=CC=C34)C(F)(F)F)=O)C2=C(C(=C1)Cl)OC